BrC=1C=NC=C(C(=O)NC[C@H]([C@H](C2=CC=CC=C2)F)O[Si](CC)(CC)CC)C1 5-bromo-N-((2R,3S)-3-fluoro-3-phenyl-2-((triethylsilyl)oxy)-propyl)nicotinamide